3-amino-3-(3-(trifluoromethyl)phenyl)propionic acid tert-butyl ester C(C)(C)(C)OC(CC(C1=CC(=CC=C1)C(F)(F)F)N)=O